5,6,9,10,11,12-Hexahydro-4H-[1,2]oxazolo[3,4-c]pyrido[4',3':3,4]pyrazolo[1,5-a]azepine-5-carboxamide Hydrochloride Cl.N=1OC=C2C1C=1N(CC(C2)C(=O)N)N=C2C1CNCC2